FC=1C(=C(C=CC1F)C(=O)N1CC(C1)(O)CNC1=CC=CC=C1)NC1=C(C=C(C=C1)I)F 1-({3,4-difluoro-2-[(2-fluoro-4-iodophenyl)amino]phenyl}carbonyl)-3-[(phenylamino)methyl]azetidin-3-ol